2-(((7-(4''-(((2-hydroxyethyl)amino)methyl)-2,2'-dimethyl-[1,1':3',1''-terphenyl]-3-yl)-[1,2,4]triazolo[4,3-a]pyridin-3-yl)methyl)amino)ethan-1-ol OCCNCC1=CC=C(C=C1)C=1C(=C(C=CC1)C1=C(C(=CC=C1)C1=CC=2N(C=C1)C(=NN2)CNCCO)C)C